(2S,4R)-1-[(2S)-2-(4-cyclopropyltriazol-1-yl)-3,3-dimethyl-butanoyl]-4-hydroxy-N-[(2-methyl-5,6,7,8-tetrahydroimidazo[1,2-a]pyridin-3-yl)methyl]pyrrolidine-2-carboxamide C1(CC1)C=1N=NN(C1)[C@H](C(=O)N1[C@@H](C[C@H](C1)O)C(=O)NCC1=C(N=C2N1CCCC2)C)C(C)(C)C